benzyl 2-bromo-3-formyl-4,6-dihydroxy-5-methylbenzoate BrC1=C(C(=O)OCC2=CC=CC=C2)C(=C(C(=C1C=O)O)C)O